BrC1=CC=C(C=C1)C(C(=O)OC(C)C)(CC(=C)C)N[S@@](=O)C(C)(C)C isopropyl 2-(4-bromophenyl)-2-(((S)-tert-butylsulfinyl) amino)-4-methylpent-4-enoate